NC=1C=C(C=CC1NCC1=C(N=C(S1)C)C)S(=O)(=O)NC1(CC1)C 3-amino-4-[(2,4-dimethylthiazol-5-yl)methylamino]-N-(1-methylcyclopropyl)benzenesulfonamide